Cl.C(CC)N[C@@H](CCCNC(N)=N)C(=O)O propyl-L-arginine hydrochloride